(S)-1-(4-(3-((4-acetylmorpholin-2-yl)methyl)-7-methylimidazo[1,2-a]pyridin-2-yl)-3-chlorophenyl)imidazolidin-2-one C(C)(=O)N1C[C@@H](OCC1)CC1=C(N=C2N1C=CC(=C2)C)C2=C(C=C(C=C2)N2C(NCC2)=O)Cl